FC1=CC=C(C=C1)NC(C(CCC=C)(C)NC(OC(C)(C)C)=O)=O tert-butyl (1-((4-fluorophenyl)amino)-2-methyl-1-oxohex-5-en-2-yl)carbamate